BrC1=C2N(C=3C(=C(C=C(C13)N(C(OC(C)(C)C)=O)CCO)Cl)Cl)CCN(C2=O)C tert-Butyl (10-bromo-6,7-dichloro-2-methyl-1-oxo-1,2,3,4-tetrahydropyrazino[1,2-a]indol-9-yl)(2-hydroxyethyl)carbamate